4-[3-(4-bromophenyl)phenyl]dibenzofuran sodium (E)-cyanoprop-1-en-2-olate C(#N)\C=C(/C)\[O-].[Na+].BrC1=CC=C(C=C1)C=1C=C(C=CC1)C1=CC=CC2=C1OC1=C2C=CC=C1